C(C)(C)(C)OC(=O)N1C[C@@H](CCC1)NC=1N=NC(=C(C1C1CCCCC1)C1CCCCC1)C1=C(C=C(C=C1)C#C)OCOCC (R)-3-((4,5-dicyclohexyl-6-(2-(ethoxymethoxy)-4-ethynylphenyl)pyridazin-3-yl)amino)piperidine-1-carboxylic acid tert-butyl ester